6-(1-(4-amino-2-(6-azaspiro[2.5]octan-6-yl)phenyl)-1H-pyrazol-4-yl)-2-(4,4-difluorocyclohexyl)pyridazin-3(2H)-one NC1=CC(=C(C=C1)N1N=CC(=C1)C=1C=CC(N(N1)C1CCC(CC1)(F)F)=O)N1CCC2(CC2)CC1